C(C)(C)[Si](OCCC1=NC(=NC=C1)N)(C(C)C)C(C)C 4-{2-[(triisopropylsilyl)oxy]ethyl}pyrimidin-2-amine